C(CC)OCCNCC N-(2-propoxyethyl)ethylamine